BrC1=CC=C(C=C1)C1=CC2=CC=CC=C2C=C1 2-(4-bromophenyl)naphthalene